2,3-dihydrobenzo[b]furan-5-boronic acid O1C2=C(CC1)C=C(C=C2)B(O)O